(cis)-2-(3-fluoro-4-(7-((3-(4-fluoropiperidin-1-yl)propyl)carbamoyl)-6-methoxybenzo[d]imidazo[2,1-b]thiazol-2-yl)phenyl)-4-hydroxypyrrolidine-1-carboxylic acid tert-butyl ester C(C)(C)(C)OC(=O)N1[C@H](C[C@H](C1)O)C1=CC(=C(C=C1)C=1N=C2SC3=C(N2C1)C=C(C(=C3)C(NCCCN3CCC(CC3)F)=O)OC)F